[2-methyl-7-[4-(trifluoromethoxy)phenyl]thiazolo[5,4-d]pyrimidin-5-yl]methanamine CC=1SC=2N=C(N=C(C2N1)C1=CC=C(C=C1)OC(F)(F)F)CN